2-chloro-4-((4-(4-(trifluoromethyl)piperidin-1-yl)phenyl)amino)benzonitrile ClC1=C(C#N)C=CC(=C1)NC1=CC=C(C=C1)N1CCC(CC1)C(F)(F)F